C(C(C(=O)O)[NH3+])[Se] The molecule is an alpha-amino-acid cation resulting from the protonation of the amino group of selenocysteine. It is a conjugate acid of a selenocysteine.